2-methoxy-4-methyl-5-(prop-1-en-2-yl)pyridine tert-butyl-4-(4-(1,3-dioxolane-2-yl)-2,6-dimethylphenoxy)-2-((4-cyanophenyl)amino)-8,9-dihydro-5H-pyrimido[4,5-d]azepine-7(6H)-carboxylate C(C)(C)(C)OC(=O)N1CCC2=C(CC1)C(=NC(=N2)NC2=CC=C(C=C2)C#N)OC2=C(C=C(C=C2C)C2OCCO2)C.COC2=NC=C(C(=C2)C)C(=C)C